N1=C(C=CC=C1)CCN Pyridin-2-ylethylamine